NC1CN(C1)CC1=CN(C(O1)=O)[C@@H](C)C=1C=CC=C2C(=C(NC12)C(=O)O)C=1C=NC(=CC1)CN1CCOCC1 7-[(1S)-1-{5-[(3-aminoazetidin-1-yl)methyl]-2-oxo-2,3-dihydro-1,3-oxazol-3-yl}ethyl]-3-{6-[(morpholin-4-yl)methyl]pyridin-3-yl}-1H-indole-2-carboxylic acid